4-((1-cyano-cyclobutyl)amino)-2-fluoro-N-methylbenzamide C(#N)C1(CCC1)NC1=CC(=C(C(=O)NC)C=C1)F